N-vanillyl-8-methyl-nonylamide C(C1=CC(OC)=C(O)C=C1)[N-]CCCCCCCC(C)C